(methylamino)-2-azabicyclo[2.2.2]octane-2-carboxylic acid tert-butyl ester C(C)(C)(C)OC(=O)N1C2(CCC(C1)CC2)NC